(R,Z)-2-fluoro-N-(7-methoxy-4-((2-methoxy-5-methyl-4-((2-methylbenzo[d]oxazole-5-yl)oxy)phenyl)amino)quinazolin-6-yl)-3-(1-methylpyrrolidin-2-yl)acrylamide F\C(\C(=O)NC=1C=C2C(=NC=NC2=CC1OC)NC1=C(C=C(C(=C1)C)OC=1C=CC2=C(N=C(O2)C)C1)OC)=C/[C@@H]1N(CCC1)C